CC(CCC(C(=O)OCC)N1C(C=C(C=C1)CCN(CCOCCOCCOCCO[Si](C(C)(C)C)(C)C)C)=O)C ethyl 5-methyl-2-(2-oxo-4-(2,2,3,3,16-pentamethyl-4,7,10,13-tetraoxa-16-aza-3-silaoctadecan-18-yl)pyridin-1(2H)-yl)hexanoate